1-[3-(2,3-dichlorophenyl)-5-methyl-1H-pyrazolo[3,4-b]pyrazin-6-yl]piperazine ClC1=C(C=CC=C1Cl)C1=NNC2=NC(=C(N=C21)C)N2CCNCC2